C(CCCCCCCCCCCCCCC)N(CCCCCCCCCCCCCCCC)CCCCCCCCCCCCCCCC tri-n-hexaDecylamine